2-chloro-1,1,2-trifluoroethyl difluoromethyl ether FC(F)OC(C(F)Cl)(F)F